C1(CCC1)OC1=C(C(=C(C(=C1F)F)F)F)S(=O)(=O)N(CC#C)C1=CC(=C(C=C1)OC)F 2-cyclobutoxy-3,4,5,6-tetrafluoro-N-(3-fluoro-4-methoxyphenyl)-N-(prop-2-yn-1-yl)benzenesulfonamide